OC1=C(C(NC=2N=C(N=CC21)SC)=O)C 5-hydroxy-6-methyl-2-(methylsulfanyl)-8H-pyrido[2,3-d]pyrimidin-7-one